(3-iodo-1,5-dimethyl-pyrazol-4-yl)methanol IC1=NN(C(=C1CO)C)C